benzo[d]oxazole-6-carbonitrile O1C=NC2=C1C=C(C=C2)C#N